COC=1C=C(C=O)C=CC1OCCN1CCN(CC1)C 3-methoxy-4-[2-(4-methylpiperazine-1-yl)ethoxy]benzaldehyde